NC1=CC(=C2OC(CCCCC[C@](C3=NN=C(C1=N2)O3)(O)C(F)(F)F)C3CC3)C(F)(F)F (6R)-17-amino-12-cyclopropyl-6,15-bis(trifluoromethyl)-13,19-dioxa-3,4,18-triazatricyclo[12.3.1.12,5]nonadec-1(18),2,4,14,16-penta-en-6-ol